FC([C@H]1N(C(SC1)=O)C=1N=C2N(CCOC3=C2C=CC(=C3)N[C@H](C(=O)N)COC)C1)F (S)-2-((2-((R)-4-(difluoromethyl)-2-oxothiazolidin-3-yl)-5,6-dihydrobenzo[f]imidazo[1,2-d][1,4]oxazepin-9-yl)amino)-3-methoxypropanamide